BrC1=CC=C(C=C1)NC1=CC(C=2C3=C(N=C(C2C1=O)CC)N(C(N(C3=O)C)=O)C)=O 8-((4-bromophenyl)amino)-6-ethyl-2,4-dimethylpyrimido[4,5-c]isoquinoline-1,3,7,10(2H,4H)-tetraone